5-chloro-1-[1-[3-(2-oxo-1-benzimidazolyl)propyl]-4-piperidinyl]benzimidazol-2-one ClC1=CC2=C(N(C(N2)=O)C2CCN(CC2)CCCN2C(NC3=C2C=CC=C3)=O)C=C1